tert-Butyl (S)-(1-(2-chloro-5-iodopyridin-4-yl)piperidin-3-yl)carbamate ClC1=NC=C(C(=C1)N1C[C@H](CCC1)NC(OC(C)(C)C)=O)I